Tert-butyl N-[5-([1,2,4]triazolo[4,3-a]pyridin-3-yl)-3-pyridyl]carbamate N=1N=C(N2C1C=CC=C2)C=2C=C(C=NC2)NC(OC(C)(C)C)=O